1,3,6,9-tetramethyl-carbazole CC1=CC(=CC=2C3=CC(=CC=C3N(C12)C)C)C